3-(2-(5-(2-(dimethylamino)ethyl)-2-oxo-4-(trifluoromethyl)pyridin-1(2H)-yl)-4-methylpentanamido)propanoate CN(CCC=1C(=CC(N(C1)C(C(=O)NCCC(=O)[O-])CC(C)C)=O)C(F)(F)F)C